Cyclobuten-1-yl-[3-[4-[(1S)-1,2-dihydroxyethyl]-1-[4-(trifluoromethoxy)phenyl]pyrazolo[3,4-b]pyridin-3-yl]azetidin-1-yl]methanone C1(=CCC1)C(=O)N1CC(C1)C1=NN(C2=NC=CC(=C21)[C@@H](CO)O)C2=CC=C(C=C2)OC(F)(F)F